N-((6-methoxy-1-methyl-1H-benzimidazol-7-yl)methyl)-4-methylthiophene-2-carboxamide COC=1C=CC2=C(N(C=N2)C)C1CNC(=O)C=1SC=C(C1)C